C(CC1=CC=CC=C1)C1CCC(CC1)=O 4-phenethylcyclohexan-1-one